OCC1=C(C=C(C=C1)C(NC)=O)N(C(OC(C)(C)C)=O)C tert-butyl (2-(hydroxymethyl)-5-(methylcarbamoyl)phenyl)(methyl)carbamate